C(CC)C1(C=C(C(=O)OCC(C)C)C(=O)OCC(C)C)CC=CC=C1 diisobutyl (1-n-propylbenzylidene)malonate